e-3,7-dimethyl-2,6-octadienol C\C(=C/CO)\CCC=C(C)C